C(C)(C)(C)NS(=O)(=O)C=1SC(=C(C1OB(O)O)C)CC(C)C (2-(N-(tert-butyl)sulfamoyl)-5-isobutyl-4-methylthiophene-3-yl)boric acid